ClC=1C=CC(=NC1)N[C@@H]1C[C@@H]2CN([C@H]1C2)C(=O)C2=C(C=CC(=C2)F)C2=NC=CC=N2 ((1S,4S,6R)-6-((5-chloropyridin-2-yl)amino)-2-azabicyclo[2.2.1]heptan-2-yl)(5-fluoro-2-(pyrimidin-2-yl)phenyl)methanone